O=C1NC(CCC1N1C(C2=CC(=CC=C2C1=O)F)=O)=O 2-(2,6-dioxopiperidin-3-yl)-6-Fluoroisoindoline-1,3-dione